BrC=1C=C(C=C2C(C(=C(OC12)C(C)C)C)=O)C 8-bromo-2-isopropyl-3,6-dimethyl-4H-chromen-4-one